The molecule is the conjugate acid of octopamine; major species at pH 7.3. It is an ammonium ion derivative and an organic cation. It is a conjugate acid of an octopamine. C1=CC(=CC=C1C(C[NH3+])O)O